C(C)C(CC(C=O)C)(CC=C(C)C)CC 4,4-diethyl-2,7-dimethyloct-6-enal